(R)-5-(azetidin-3-ylamino)-N-(1-(3-bromophenyl)ethyl)-2-methylbenzamide N1CC(C1)NC=1C=CC(=C(C(=O)N[C@H](C)C2=CC(=CC=C2)Br)C1)C